C(C1=CC=CC=C1)NC1=NC=2N(C=C1)N=C(C2C#N)C=2OC=CC2 (benzylamino)-2-(2-furyl)pyrazolo[1,5-a]pyrimidine-3-carbonitrile